ClC=1C=C(C=CC1F)N(C(=O)[C@H]1N(C[C@H](C1)C(=O)NC=1C=NN(C1)CCOC)C1=NC(=CC(=C1)C(F)(F)F)C)C (2S,4S)-N2-(3-chloro-4-fluorophenyl)-N4-[1-(2-methoxyethyl)-1H-pyrazol-4-yl]-N2-methyl-1-[6-methyl-4-(trifluoromethyl)pyridin-2-yl]Pyrrolidine-2,4-dicarboxamide